2-(4-(2-ethyl-3-((4-(4-fluorophenyl)thiazol-2-yl)(methyl)amino)imidazo[1,2-a]pyridin-6-yl)piperazin-1-yl)-1-(3-fluoroazetidin-1-yl)ethanone C(C)C=1N=C2N(C=C(C=C2)N2CCN(CC2)CC(=O)N2CC(C2)F)C1N(C)C=1SC=C(N1)C1=CC=C(C=C1)F